3-(Difluoro-methyl)-N-[(3R)-7-fluoro-1,1,3-trimethyl-2,3-dihydro-1H-inden-4-yl]-1-methyl-1H-pyrazole-4-carboxamide FC(C1=NN(C=C1C(=O)NC1=C2[C@@H](CC(C2=C(C=C1)F)(C)C)C)C)F